[Si](C)(C)(C(C)(C)C)OCC(COC1=NN(C=C1[N+](=O)[O-])C=1C(=NC(=CC1)C)C)F 3-(3-(3-((tert-butyldimethylsilyl)oxy)-2-fluoropropoxy)-4-nitro-1H-pyrazol-1-yl)-2,6-dimethylpyridine